methyl N-[5-[6-(2-methyl-3,4-dihydro-2H-quinoline-1-carbonyl)imidazo[1,2-a]pyridin-3-yl]-2-pyridyl]carbamate CC1N(C2=CC=CC=C2CC1)C(=O)C=1C=CC=2N(C1)C(=CN2)C=2C=CC(=NC2)NC(OC)=O